ClC1=C(C(=CC=C1Cl)OC)[C@@H]1N([C@@H](CC1)CO)C(=O)OC(C)(C)C tert-butyl (2R,5S)-2-(2,3-dichloro-6-methoxyphenyl)-5-(hydroxymethyl)pyrrolidine-1-carboxylate